(S)-ethyl 2-((2R,3S)-2-(3-chlorophenyl)-3-(4-chlorophenyl)-5-oxomorpholino)pentanoate ClC=1C=C(C=CC1)[C@H]1OCC(N([C@H]1C1=CC=C(C=C1)Cl)[C@H](C(=O)OCC)CCC)=O